C(C)(=O)C1=NN(C2=CC=C(C=C12)B1OC(C(O1)(C)C)(C)C)C(=O)OC(C)(C)C tert-Butyl 3-acetyl-5-(4,4,5,5-tetramethyl-1,3,2-dioxaborolanyl)indazole-1-carboxylate